1,1'-Azobis(cyclohexancarbonitril) N(=NC1(CCCCC1)C#N)C1(CCCCC1)C#N